BrC=1C=C2C(N=CNC2=CC1OC)=O 6-bromo-7-methoxyquinazolin-4(1H)-one